2-Isopropyl-5-[(3-methylphenyl)thio]pyrimidine-4-carboxylic acid C(C)(C)C1=NC=C(C(=N1)C(=O)O)SC1=CC(=CC=C1)C